NC1=CC(=NN1)N DIAMINOPYRAZOLE